(s)-1-(1-benzylpyrrolidine-3-yl)-3-(3-chlorophenyl)thiourea C(C1=CC=CC=C1)N1C[C@H](CC1)NC(=S)NC1=CC(=CC=C1)Cl